C(C)(C)(C)NC(=S)NC1CNCC1 1-(tert-butyl)-3-(pyrrolidin-3-yl)thiourea